2,6-dinitro-4-methylphenol [N+](=O)([O-])C1=C(C(=CC(=C1)C)[N+](=O)[O-])O